[Zr].C(C)CC(CC(=O)OOCC)=O.C(C)CC(CC(=O)OOCC)=O.C(C)CC(CC(=O)OOCC)=O triethoxy tris(ethylacetoacetate) zirconium